tert-butyl-piperidine C(C)(C)(C)N1CCCCC1